6-[3-benzyl-5-(6-methyl-2-pyridyl)triazol-4-yl]-3-piperazin-1-yl-quinoline C(C1=CC=CC=C1)N1N=NC(=C1C=1C=C2C=C(C=NC2=CC1)N1CCNCC1)C1=NC(=CC=C1)C